C(C)(C)(C)OC(=O)N(C(OC(C)(C)C)=O)C1=NC=CC(=N1)C1=C(C=2C(NCC(C2N1)C[C@@H]1OCCOC1)=O)NC1=C(C(=CC=C1)Cl)OC tert-butyl N-(tert-butoxycarbonyl)-N-(4-{3-[(3-chloro-2-methoxyphenyl)amino]-7-[(2S)-1,4-dioxan-2-ylmethyl]-4-oxo-1H,5H,6H,7H-pyrrolo[3,2-c]pyridin-2-yl}pyrimidin-2-yl)carbamate